tert-Butyl-(5RS,8RS)-8-methyl-3-oxo-2-{[6-(trifluoromethyl)pyridin-3-yl]methyl}-2,3,5,6,7,8-hexahydro[1,2,4]triazolo[4,3-a]pyridine-5-carboxylate C(C)(C)(C)OC(=O)[C@H]1CC[C@H](C=2N1C(N(N2)CC=2C=NC(=CC2)C(F)(F)F)=O)C |r|